8-(1,5-dimethyl-1H-pyrazol-4-yl)-N-(2-ethoxy-6-methyl-5,6,7,8-tetrahydro-1,6-naphthyridin-3-yl)quinazolin-2-amine CN1N=CC(=C1C)C=1C=CC=C2C=NC(=NC12)NC=1C(=NC=2CCN(CC2C1)C)OCC